O=C1NC(CCC1C1=NN(C2=CC(=CC=C12)OCC(=O)NCC1=CC=C(C=C1)C(C)C)C)=O 2-((3-(2,6-Dioxopiperidin-3-yl)-1-methyl-1H-indazol-6-yl)oxy)-N-(4-isopropyl-benzyl)acetamide